(1H-1,2,3-triazol-1-yl)-5-(trifluoromethyl)pyridin-3-amine N1(N=NC=C1)C1=NC=C(C=C1N)C(F)(F)F